N-((S)-1-cyclohexyl-3,3,3-trifluoropropyl)-2-(2,6-dioxopiperidin-3-yl)-1-oxoisoindoline-5-carboxamide C1(CCCCC1)[C@H](CC(F)(F)F)NC(=O)C=1C=C2CN(C(C2=CC1)=O)C1C(NC(CC1)=O)=O